1-ethyl-3-methylimidazolium tetrachloroferrate CCN1C=C[N+](=C1)C.Cl[Fe-](Cl)(Cl)Cl